N-[(3,4-dichlorophenyl)-[4-methyl-5-(methylsulfonimidoyl)-1H-imidazol-2-yl]methyl]-3,5-difluoro-6-methylpyridin-2-amine ClC=1C=C(C=CC1Cl)C(NC1=NC(=C(C=C1F)F)C)C=1NC(=C(N1)C)S(=O)(=N)C